5-amino-2,4-dihydro-3H-1,2,4-triazole-3-thione NC=1NC(NN1)=S